O=C1NC(CCC1N1C(C2=CC=C(C=C2C1)C1CCN(CC1)C(=O)C1CCN(CC1)C(=O)OC(C)(C)C)=O)=O tert-butyl 4-(4-(2-(2,6-dioxopiperidin-3-yl)-1-oxoisoindolin-5-yl)piperidine-1-carbonyl)piperidine-1-carboxylate